ClC=1C=CC2=C(O[C@@H](CN(S2(=O)=O)CC2=CC(=CC=3C=CSC32)[C@@H](CC(=O)OCC)C3=C(C2=C(N(N=N2)C)C=C3)C)CC)N1 ethyl (3R)-3-(7-{[(4R)-7-chloro-4-ethyl-1,1-dioxido-3,4-dihydro-2H-pyrido[2,3-b][1,4,5]oxathiazepin-2-yl]methyl}-1-benzothiophen-5-yl)-3-(1,4-dimethyl-1H-benzotriazol-5-yl)propanoate